OCCCCCCCCOC1=CC=C(C=C1)\C=C\C(=O)C1=CC=CC=C1 4-(8-hydroxyoctyloxy)chalcone